(3R)-4-amino-N-((1S,2S)-[1,1'-bi(cyclopropyl)]-2-yl)-3-methyl-N-((5-(trifluoromethyl)-2-pyridinyl)methyl)-1,3-dihydrofuro[3,4-c]quinoline-8-carboxamide NC1=NC=2C=CC(=CC2C2=C1[C@H](OC2)C)C(=O)N(CC2=NC=C(C=C2)C(F)(F)F)[C@@H]2[C@@H](C2)C2CC2